N-(4-bromophenyl)-2-((4-chlorophenethyl)amino)-2-phenyl-acetamide BrC1=CC=C(C=C1)NC(C(C1=CC=CC=C1)NCCC1=CC=C(C=C1)Cl)=O